FC=1C=C2C(N(N=C(C2=CC1F)OS(=O)(=O)C(F)(F)F)C1=C(C=CC=C1)C)=O trifluoromethanesulfonic acid 6,7-difluoro-4-oxo-3-(o-tolyl)-3,4-dihydro-phthalazin-1-yl ester